tert-Butyl 2-{4-[5-chloro-2-(4-chloro-1H-1,2,3-triazol-1-yl)phenyl]-5-methoxy-2-oxopyridin-1(2H)-yl}butanoate ClC=1C=CC(=C(C1)C1=CC(N(C=C1OC)C(C(=O)OC(C)(C)C)CC)=O)N1N=NC(=C1)Cl